Cl.C[C@@H]1N([C@H](CNC1)C)CC=1N=NC=CC1 3-[[(2S,6S)-2,6-dimethylpiperazin-1-yl]methyl]pyridazine hydrochloride